trans-N-[8-amino-6-(2-chloro-6-fluorophenyl)-2,7-naphthyridin-3-yl]-2-(1-methyl-1H-pyrazol-4-yl)cyclopropane-1-carboxamide NC=1N=C(C=C2C=C(N=CC12)NC(=O)[C@H]1[C@@H](C1)C=1C=NN(C1)C)C1=C(C=CC=C1F)Cl